Cl.NC(CC(C)=O)CC 4-aminohexan-2-one hydrochloride salt